N-ethylaminobutanol C(C)NC(CCC)O